Methyl 8-((2-(4-(N-(2-(dinonylamino)ethyl)-N-nonylglycyl)piperazin-1-yl)-2-oxoethyl)(nonyl)amino)octanoate C(CCCCCCCC)N(CCN(CC(=O)N1CCN(CC1)C(CN(CCCCCCCC(=O)OC)CCCCCCCCC)=O)CCCCCCCCC)CCCCCCCCC